tert-butyl 4-[4-[4-[(6-chloro-8-isopropyl-7-oxo-pyrido[2,3-d]pyrimidin-2-yl)amino]-3-methyl-phenyl]sulfonyl-1-piperidyl]piperidine-1-carboxylate ClC1=CC2=C(N=C(N=C2)NC2=C(C=C(C=C2)S(=O)(=O)C2CCN(CC2)C2CCN(CC2)C(=O)OC(C)(C)C)C)N(C1=O)C(C)C